tert-butyl 4-[3-[(4-cyano-2-fluoro-phenyl)methoxy]pyrazol-1-yl]piperidine-1-carboxylate C(#N)C1=CC(=C(C=C1)COC1=NN(C=C1)C1CCN(CC1)C(=O)OC(C)(C)C)F